NC1=NNC2=CC=CC(=C12)C1=CC=C(C=C1)NC(=O)NC1=C(C=CC(=C1)C)F 1-(4-(3-amino-1H-indazol-4-yl)phenyl)-3-(2-fluoro-5-methylphenyl)urea